C(=O)C1=C(C=NC(=C1)OC)OCC=1N=C2N(C=CC=C2C(=O)OC)C1 methyl 2-((4-formyl-6-methoxypyridin-3-yloxy)methyl)imidazo[1,2-a]pyridine-8-carboxylate